C(C)(C)(C)OC(=O)N1C[C@H](OCC1)COC=1C=C(C(=O)O)C=C(C1)C=1SC(=CN1)CC 3-{[(2S)-4-(tert-butoxycarbonyl)morpholin-2-yl]methoxy}-5-(5-ethyl-1,3-thiazol-2-yl)benzoic acid